3-(3-fluoro-4-(3-(trifluoromethyl)phenoxy)phenethoxy)-7,8-dihydro-1H,6H,9H-7,8a-methanopyrrolo[1',2':3,4]imidazo[1,2-c]pyrimidin-1-one FC=1C=C(CCOC=2C=C3N(C(N2)=O)CC24N3CC(C2)C4)C=CC1OC1=CC(=CC=C1)C(F)(F)F